1,1-difluoromethanesulfonyl fluoride FC(S(=O)(=O)F)F